C(C)N1CCN(CC1)C1CCNCC1 4-(4-ethylpiperazine-1-yl)piperidine